Trans-dimethylsilylidene[2-methyl-4,8-bis(4-t-butylphenyl)-1,5,6,7-tetrahydro-s-indacen-1-yl][2-methyl-4-(3,5-dimethylphenyl)-5-methoxy-6-t-butylinden-1-yl]zirconium dichloride [Cl-].[Cl-].C[Si](C)=[Zr+2](C1C(=CC2=C(C(=C(C=C12)C(C)(C)C)OC)C1=CC(=CC(=C1)C)C)C)C1C(=CC2=C(C=3CCCC3C(=C12)C1=CC=C(C=C1)C(C)(C)C)C1=CC=C(C=C1)C(C)(C)C)C